N-(2-((dimethylamino)methyl)-6-(trifluoromethyl)pyridin-4-yl)indoline-6-carboxamide CN(C)CC1=NC(=CC(=C1)NC(=O)C1=CC=C2CCNC2=C1)C(F)(F)F